C(=O)OC1=C(C=CC(=C1)C=1C=CC=2N(C1)N=NC2C)C2=CN=C(N=N2)N2C[C@@H](NCC2)C2CC2 2-{3-[(3S)-3-cyclopropylpiperazin-1-yl]-1,2,4-triazin-6-yl}-5-(3-methyl[1,2,3]triazolo[1,5-a]pyridin-6-yl)phenol formate